bis(butoxyphenyl)phenylsulfonium mono-vinyl-carbonate C(=C)OC([O-])=O.C(CCC)OC1=C(C=CC=C1)[S+](C1=CC=CC=C1)C1=C(C=CC=C1)OCCCC